COC=1C=C2CCN(C(C2=CC1OC)=O)C1=CC=CC=C1 6,7-dimethoxy-2-phenyl-3,4-dihydroisoquinolin-1(2H)-one